5-(6-chloropyrimidin-4-yl)-1-(phenylsulfonyl)-1H-pyrrolo[2,3-b]pyridine ClC1=CC(=NC=N1)C=1C=C2C(=NC1)N(C=C2)S(=O)(=O)C2=CC=CC=C2